copper (i) iodide (3aS,6R,6aS)-6-((6-chloro-4-(cyclopentylamino)-1H-pyrazolo[3,4-d]pyrimidin-1-yl)methyl)-2,2-dimethyltetrahydrofuro[3,4-d][1,3]dioxol-4-yl-acetate ClC1=NC(=C2C(=N1)N(N=C2)C[C@H]2OC([C@H]1[C@H]2OC(O1)(C)C)CC(=O)O)NC1CCCC1.[Cu]I